CNCC(=O)O The molecule is a N-alkylglycine that is the N-methyl derivative of glycine. It is an intermediate in the metabolic pathway of glycine. It has a role as a glycine transporter 1 inhibitor, a glycine receptor agonist, a human metabolite, an Escherichia coli metabolite and a mouse metabolite. It is a N-alkylglycine, a N-methyl-amino acid and a member of N-methylglycines. It is a conjugate base of a sarcosinium. It is a conjugate acid of a sarcosinate. It is a tautomer of a sarcosine zwitterion.